7-Methyl-6-(2-methyl-5-nitrophenyl)-2-((6-methylpyridin-3-yl)amino)pyrido[3,4-d]pyrimidin-8(7H)-one CN1C(C=2N=C(N=CC2C=C1C1=C(C=CC(=C1)[N+](=O)[O-])C)NC=1C=NC(=CC1)C)=O